(2S)-1-hydroxy-3-[(9Z,12Z)-octadeca-9,12-dienoyloxy]propan-2-yl (9Z,12Z)-octadeca-9,12-dienoate C(CCCCCCC\C=C/C\C=C/CCCCC)(=O)O[C@@H](CO)COC(CCCCCCC\C=C/C\C=C/CCCCC)=O